3,5-dihydroxybutylbenzene OC(CCC1=CC=CC(=C1)O)C